4-bromo-N-isopropyl-5-methoxy-benzene-1,2-diamine BrC=1C=C(C(=CC1OC)NC(C)C)N